5-((5-(2'-amino-[1,1'-biphenyl]-4-yl)-6-chloro-1H-benzo[d]imidazol-2-yl)oxy)2-methylbenzoic acid NC1=C(C=CC=C1)C1=CC=C(C=C1)C1=CC2=C(NC(=N2)OC=2C=CC(=C(C(=O)O)C2)C)C=C1Cl